ClC1=C(CCN2C[C@@H](C([C@@H](C2)O)O)O)C=CC=C1 (3S,4r,5R)-1-(2-chlorophenethyl)piperidine-3,4,5-triol